CN1C(=NN=C1)SC(CC)C=1C=C(C=CC1)NC(=O)C1=NC2=CC=CC=C2C=C1 N-[3-[1-[(4-methyl-1,2,4-triazol-3-yl)sulfanyl]propyl]phenyl]quinoline-2-carboxamide